N-(7-morpholino-5-(((1s,4s)-4-(pyrimidin-2-ylamino)cyclohexyl)oxy)-1,6-naphthyridin-3-yl)cyclobutanesulfonamide O1CCN(CC1)C1=NC(=C2C=C(C=NC2=C1)NS(=O)(=O)C1CCC1)OC1CCC(CC1)NC1=NC=CC=N1